C1(=CC=CC=C1)P(C1=C(NC2=C(C=CC=C2)C=2N(C[C@@H](N2)C(C)C)C2=CC=CC=C2)C=CC=C1)C1=CC=CC=C1 (S)-2-(diphenylphosphino)-N-(2-(4-isopropyl-1-phenyl-4,5-dihydro-1H-imidazol-2-yl)phenyl)aniline